2-[1-(2,4-dichlorophenyl)-5-hydroxy-2,6,6-trimethylhept-4-yl]-2,4-dihydro-3H-1,2,4-triazole-3-thione ClC1=C(C=CC(=C1)Cl)CC(CC(C(C(C)(C)C)O)N1N=CNC1=S)C